Hexyl-Resorcinol-d C(CCCCC)C1=C(C(=C(O)C=C1)[2H])O